(S)-(5-Nitroquinolin-8-yloxy)methyl 2-(tert-butoxycarbonylamino)-3-phenylpropionate C(C)(C)(C)OC(=O)N[C@H](C(=O)OCOC=1C=CC(=C2C=CC=NC12)[N+](=O)[O-])CC1=CC=CC=C1